1-cis-3-(4-hydroxyphenyl)-4-(4-hydroxyphenyl)chroman-7-ol OC1=CC=C(C=C1)C1COC2=CC(=CC=C2C1C1=CC=C(C=C1)O)O